(9R,13S)-13-[4-(5-chloro-2-hydroxyphenyl)-6-oxo-1,6-dihydropyrimidin-1-yl]-3,9-dimethyl-3,4,7,15-tetraazatricyclo[12.3.1.02,6]octadeca-1(18),2(6),4,14,16-pentaen-8-one trifluoroacetate FC(C(=O)O)(F)F.ClC=1C=CC(=C(C1)C=1N=CN(C(C1)=O)[C@H]1CCC[C@H](C(NC=2C=NN(C2C=2C=CN=C1C2)C)=O)C)O